N-((R*)-(2-((S)-amino(4,4-difluorocyclohexyl)methyl)imidazo[1,2-b]pyridazin-7-yl)(1-cyanocyclopropyl)methyl)-3-cyclopropyl-2,2-difluoropropanamide N[C@H](C=1N=C2N(N=CC(=C2)[C@@H](NC(C(CC2CC2)(F)F)=O)C2(CC2)C#N)C1)C1CCC(CC1)(F)F |o1:10|